5-[(5-chloro-3-fluoro-2-pyridinyl)oxy]-4-methyl-pyridine-3-carbaldehyde ClC=1C=C(C(=NC1)OC=1C(=C(C=NC1)C=O)C)F